2,2'-BIS-INDENYL-BIPHENYL C1(C=CC2=CC=CC=C12)C1=C(C=CC=C1)C1=C(C=CC=C1)C1C=CC2=CC=CC=C12